C(C)(C)(C)OC(=O)N[C@H](C(=O)OCC1=CC=CC=C1)CC(=C)C benzyl (2S)-2-[[(tert-butoxy)carbonyl]amino]-4-methylpent-4-enoate